di(tetradecyl) 3,3'-thiodipropionate S(CCC(=O)OCCCCCCCCCCCCCC)CCC(=O)OCCCCCCCCCCCCCC